CC1=C(C=2N(N=C1N1CC=3C=C(C(=NC3CC1)OC)C)C=NN2)C 6-(7,8-dimethyl-[1,2,4]triazolo[4,3-b]pyridazin-6-yl)-2-methoxy-3-methyl-5,6,7,8-tetrahydro-1,6-naphthyridine